4-methoxy-7,8-dihydro-6H-pyrimido[5,4-b]pyrrolizine COC1=NC=NC2=C1C=C1CCCN21